α-(2-Cyclopentyl-1-ethyl)-1-methoxycarbonyl-3-indoleacetic acid methyl ester COC(C(C1=CN(C2=CC=CC=C12)C(=O)OC)CCC1CCCC1)=O